IC=1N=C(N2N=CN=C(C21)N)C(C)C 5-iodo-7-isopropylimidazo[5,1-f][1,2,4]triazin-4-amine